(1s,4s)-4-(8-(2-chloro-4-cyano-6-fluorophenylamino)-2-(tetrahydro-2H-pyran-4-ylamino)-9H-purin-9-yl)cyclohexanecarboxamide ClC1=C(C(=CC(=C1)C#N)F)NC=1N(C2=NC(=NC=C2N1)NC1CCOCC1)C1CCC(CC1)C(=O)N